C1C(CC2=CC=CC=C12)NC1=NC=2C[C@H](CCC2C=N1)C1=NN=C(O1)CC(=O)N1CC2=C(CC1)N=NN2 (S)-2-(5-(2-((2,3-dihydro-1H-inden-2-yl)amino)-5,6,7,8-tetrahydroquinazolin-7-yl)-1,3,4-oxadiazol-2-yl)-1-(3,4,6,7-tetrahydro-5H-[1,2,3]triazolo[4,5-c]pyridin-5-yl)ethan-1-one